CC1=NOC(=C1C)C1=CC=C(S1)S(=O)(=O)N1CCN(CC1)C[C@H](C)NC1=NC=NC2=C(C=CC=C12)OC(F)(F)F N-[(2S)-1-(4-{[5-(3,4-dimethyl-1,2-oxazol-5-yl)thiophen-2-yl]sulfonyl}piperazin-1-yl)propan-2-yl]-8-(trifluoromethoxy)quinazolin-4-amine